ClC1=NC=C2C=C(C=NC2=C1)C=1C(=CC(=NC1)C(CCC)=O)C 1-(5-(7-chloro-1,6-naphthyridin-3-yl)-4-methylpyridin-2-yl)butan-1-one